6-(2-(2-fluoro-3'-(trifluoromethoxy)-[1,1'-biphenyl]-3-yl)-2-hydroxyacetyl)-2-(1-phenylcyclopropyl)-5,6,7,8-tetrahydropyrido[4,3-d]pyrimidin-4(3H)-one FC1=C(C=CC=C1C(C(=O)N1CC2=C(N=C(NC2=O)C2(CC2)C2=CC=CC=C2)CC1)O)C1=CC(=CC=C1)OC(F)(F)F